CC1=CC=C(C=C1)S(=O)(=O)OCCOCCOCCOCCOCCNS(=O)(=O)C1=CC=C(C=C1)[N+](=O)[O-] 2-[2-[2-[2-[2-[(4-nitrophenyl)sulfonylamino]ethoxy]ethoxy]ethoxy]ethoxy]ethyl 4-methylbenzenesulfonate